tert-Butyl 4-((8-(5-chlorobenzofuran-2-yl)-2,3-dihydro-4H-pyrido[4,3-b][1,4]thiazin-4-yl)sulfonyl)piperidine-1-carboxylate ClC=1C=CC2=C(C=C(O2)C2=CN=CC3=C2SCCN3S(=O)(=O)C3CCN(CC3)C(=O)OC(C)(C)C)C1